N-((2R)-1-(2-(cyclopropylmethyl)-4-(4-fluorophenyl)-1-oxo-2,8-diaza-spiro-[4.5]decan-8-yl)-3-methyl-1-oxobutan-2-yl)-2-fluoro-5-(trifluoromethyl)benzamide C1(CC1)CN1C(C2(C(C1)C1=CC=C(C=C1)F)CCN(CC2)C([C@@H](C(C)C)NC(C2=C(C=CC(=C2)C(F)(F)F)F)=O)=O)=O